3-[(4-Fluorophenoxy)methyl]-4-methyl-2-[2-methyl-5-(6-methylpyridin-2-yl)-1,3-thiazol-4-carbonyl]-2-azabicyclo[3.1.1]heptan FC1=CC=C(OCC2N(C3CC(C2C)C3)C(=O)C=3N=C(SC3C3=NC(=CC=C3)C)C)C=C1